OCCN(CCCCCCCCCC(=O)OCCCCC)CCCCC(=O)OC(CCCCCCCCC)CCCCCCCCC Pentyl 10-((2-hydroxyethyl)(5-(nonadecan-10-yloxy)-5-oxopentyl)amino)decanoate